OC1(CN(C1)CC1=CC(=NC=C1)C=1C=C2CN(C(C2=CC1)=O)C1C(NC(CC1)=O)=O)C1=CC=CC=C1 3-(5-(4-((3-hydroxy-3-phenylazetidin-1-yl)methyl)pyridin-2-yl)-1-oxoisoindolin-2-yl)piperidine-2,6-dione